C(C(C)C)(=O)OC1=C(C=C(C=C1O)Cl)C=NC1=CC=C(C=C1)CN(CC)CC 4-chloro-2-((4-((dieth-ylamino)methyl)phenylimino)methyl)-6-hydroxyphenyl isobutyrate